(((tert-butylsulfinyl)amino)(2-fluoro-5-nitrophenyl)methyl)-2-oxopyrrolidine-1-carboxylic acid tert-butyl ester C(C)(C)(C)OC(=O)N1C(C(CC1)C(C1=C(C=CC(=C1)[N+](=O)[O-])F)NS(=O)C(C)(C)C)=O